Tert-Butyl 2-(4-hydroxyphenyl)-3-(isoquinolin-6-ylamino)-3-oxopropylcarbamate OC1=CC=C(C=C1)C(CNC(OC(C)(C)C)=O)C(=O)NC=1C=C2C=CN=CC2=CC1